methyl 3-amino-6-chloro-5-cyclopropyl-pyrazine-2-carboxylate NC=1C(=NC(=C(N1)C1CC1)Cl)C(=O)OC